1-(6-methyl-3,4-dihydro-2H-pyran-5-yl)ethane CC1=C(CCCO1)CC